[1,7]Naphthyridine-8-carboxylic acid hydrochloride Cl.N1=CC=CC2=CC=NC(=C12)C(=O)O